5-[3-[[4-[(3-chlorophenyl)sulfonylmethyl]phenyl]-carbamoyl]phenyl]-2-methyl-pyridine-3-carboxylic acid ClC=1C=C(C=CC1)S(=O)(=O)CC1=CC=C(C=C1)NC(=O)C=1C=C(C=CC1)C=1C=C(C(=NC1)C)C(=O)O